ethyl 5,7-dichloro-6-fluoro-pyrazolo[1,5-a]pyrimidine-3-carboxylate ClC1=NC=2N(C(=C1F)Cl)N=CC2C(=O)OCC